4-[6-[5-[2-(6-azaspiro[2.5]octan-6-yl)-4-bromo-phenyl]-1,2,4-oxadiazol-3-yl]-2-pyridyl]morpholine C1CC12CCN(CC2)C2=C(C=CC(=C2)Br)C2=NC(=NO2)C2=CC=CC(=N2)N2CCOCC2